ClC1=CC=C(C=2C(C3=CC=CC=C3C(C12)=O)=O)Cl 1,4-dichloroanthraquinone